N-(4-fluoro-2-(3-(methylamino)pyrrolidin-1-yl)-5-(2-morpholinopyrimidin-5-yl)phenyl)-6-oxo-4-(trifluoromethyl)-1,6-dihydropyridine-3-carboxamide FC1=CC(=C(C=C1C=1C=NC(=NC1)N1CCOCC1)NC(=O)C1=CNC(C=C1C(F)(F)F)=O)N1CC(CC1)NC